C(C)(C)(C)OC(=O)C12CC(C(CC1)CC2)C(=O)O 4-(tert-butoxycarbonyl)-bicyclo[2.2.2]octane-2-carboxylic acid